C(CCC)OC(CCCCCCCCC\C=C/C=C)OCCCC (3Z)-14,14-dibutoxy-1,3-tetradecadiene